C1(CC1)CN1C2N(N3C(C1=O)=C(C(C=C3)=O)O)C(CCC2)C2=CC=CC=C2 5-(cyclopropylmethyl)-7-hydroxy-1-phenyl-1,2,3,4,4a,5-hexahydrodipyrido[1,2-b:2',1'-f][1,2,4]triazine-6,8-dione